5-(2-ethoxy-3-pyridinyl)-1-isopropyl-7-[2-(5-methoxy-3-pyridinyl)ethyl]-3-methyl-pyrazolo[4,3-b]pyridine C(C)OC1=NC=CC=C1C1=CC(=C2C(=N1)C(=NN2C(C)C)C)CCC=2C=NC=C(C2)OC